2-(3-(3-(tert-butoxy)-3-oxopropyl)phenyl)-6,6-difluoro-7-((2-hydroxyethyl)sulfonyl)-2,5,5-trimethylheptanoic acid C(C)(C)(C)OC(CCC=1C=C(C=CC1)C(C(=O)O)(CCC(C(CS(=O)(=O)CCO)(F)F)(C)C)C)=O